2-(2-chloro-N-(2-((5-chloro-2-(4-chloro-1H-1,2,3-triazol-1-yl)phenyl)amino)-2-oxoethyl)acetamido)-3-(pyridin-3-yl)propanoic acid tert-butyl ester C(C)(C)(C)OC(C(CC=1C=NC=CC1)N(C(CCl)=O)CC(=O)NC1=C(C=CC(=C1)Cl)N1N=NC(=C1)Cl)=O